C(C)(C)OC(NC1=CC(=C(C(=C1)C(F)F)F)C(C)N)=O (3-(1-aminoethyl)-5-(difluoromethyl)-4-fluorophenyl)carbamic acid isopropyl ester